4-methoxy-1-methyl-2-oxo-1,2-dihydropyridine-3-carbonitrile COC1=C(C(N(C=C1)C)=O)C#N